2-(4-bromo-1-methyl-1H-pyrazol-5-yl)-6-cyclopropoxy-3-fluoro-4-(3-methoxypyrrolidin-1-yl)benzonitrile BrC=1C=NN(C1C1=C(C#N)C(=CC(=C1F)N1CC(CC1)OC)OC1CC1)C